N-(4-(4,4-difluorocyclohexyl)-2-(2,5-difluorophenyl)pyridin-3-yl)-5,6-difluoronicotinamide FC1(CCC(CC1)C1=C(C(=NC=C1)C1=C(C=CC(=C1)F)F)NC(C1=CN=C(C(=C1)F)F)=O)F